ethyl 4-(benzylamino)-6-chloro-pyridine-3-carboxylate C(C1=CC=CC=C1)NC1=C(C=NC(=C1)Cl)C(=O)OCC